tert-butyl (3-{3-chloro-4-[(6-{[(2E)-4-(dimethylamino)but-2-enoyl]amino}-7-methoxyquinazolin-4-yl)amino]phenoxy}-4-fluoro-1H-pyrazol-1-yl)acetate ClC=1C=C(OC2=NN(C=C2F)CC(=O)OC(C)(C)C)C=CC1NC1=NC=NC2=CC(=C(C=C12)NC(\C=C\CN(C)C)=O)OC